N-[5-(4,5-dihydro-3H-imidazol-2-yl)-3-fluorophenyl]-1-[(4-methoxyphenyl)amino]methanamide N1=C(NCC1)C=1C=C(C=C(C1)NC(=O)NC1=CC=C(C=C1)OC)F